C1C=CC=C1 carbafuran